(R)-2-(6-cyclopropylpyridin-3-yl)-N-(1-(1-(4-fluorophenyl)-1H-pyrazolo[3,4-c]pyridin-5-yl)ethyl)acetamide C1(CC1)C1=CC=C(C=N1)CC(=O)N[C@H](C)C=1C=C2C(=CN1)N(N=C2)C2=CC=C(C=C2)F